5-bromo-3-chloro-7-(5-chloropyrimidin-2-yl)oxy-1-(4,4,4-trifluorobutyl)indazole BrC=1C=C2C(=NN(C2=C(C1)OC1=NC=C(C=N1)Cl)CCCC(F)(F)F)Cl